FC(OC1=C(C=CC=C1)C1=NNC=C1NC(=O)C=1C=NN2C1N=CC=C2)F N-(3-(2-(difluoromethoxy)phenyl)-1H-pyrazol-4-yl)pyrazolo[1,5-a]pyrimidine-3-carboxamide